3,4-dimethoxy-2-methylbenzoic acid COC=1C(=C(C(=O)O)C=CC1OC)C